N-(3-(3-Cyanophenyl)-1-ethyl-1H-indol-6-yl)-3-(imidazo[1,2-b]pyridazin-3-ylethynyl)-4-methylbenzamide C(#N)C=1C=C(C=CC1)C1=CN(C2=CC(=CC=C12)NC(C1=CC(=C(C=C1)C)C#CC1=CN=C2N1N=CC=C2)=O)CC